methyl 6-fluoro-4-methoxy-1H-indole-2-carboxylate FC1=CC(=C2C=C(NC2=C1)C(=O)OC)OC